2,3-dimethylbenzoyl chloride CC1=C(C(=O)Cl)C=CC=C1C